5-chloro-N-(4-fluoro-3-(7-fluoro-3-(1H-imidazol-2-yl)-1H-indazol-6-yl)phenyl)-2-methoxy-pyridine-3-sulfonamide ClC=1C=C(C(=NC1)OC)S(=O)(=O)NC1=CC(=C(C=C1)F)C1=CC=C2C(=NNC2=C1F)C=1NC=CN1